5-Amino-3-[4-[[(2-methoxybenzoyl)amino]methyl]phenyl]-1-(p-tolyl)pyrazole-4-carboxamide NC1=C(C(=NN1C1=CC=C(C=C1)C)C1=CC=C(C=C1)CNC(C1=C(C=CC=C1)OC)=O)C(=O)N